2-(4-(2-aminoquinazolin-7-yl)-1-methyl-1H-pyrazol-5-yl)-4-chloro-6-cyclopropyloxy-3-fluorobenzonitrile NC1=NC2=CC(=CC=C2C=N1)C=1C=NN(C1C1=C(C#N)C(=CC(=C1F)Cl)OC1CC1)C